((trans)-3-aminocyclobutyl)(2-((3-chloro-2-fluorobenzyl)amino)-2-oxoethyl)-5-nitro-1H-indazole-3-carboxamide N[C@@H]1C[C@H](C1)C1=C2C(=NN(C2=CC=C1[N+](=O)[O-])CC(=O)NCC1=C(C(=CC=C1)Cl)F)C(=O)N